ClC1=CNC2=NC(=CC(=C21)Cl)Cl 3,4,6-trichloro-1H-pyrrolo[2,3-b]pyridine